6,7-dimethyl-5,11-dihydro-10H-dibenzo[b,f]azepin-10-ol CC1=C(C=CC=2C(CC3=C(NC21)C=CC=C3)O)C